tert-butyl {[(2S,4S)-2-phenyl-3,4-dihydro-2H-pyrano[3,2-b]pyridin-4-yl]methyl}carbamate C1(=CC=CC=C1)[C@@H]1C[C@H](C2=NC=CC=C2O1)CNC(OC(C)(C)C)=O